N[C@H]1[C@@H]2N(C[C@H]1CC2)C(=O)C2=CC1=C(N(C(=N1)C1=CC3=C(N1CC1CC1)C(=CS3)C3COCC3)C)C(=C2)OC ((1R,4R,7R)-7-amino-2-azabicyclo[2.2.1]heptan-2-yl)(2-(4-(cyclopropylmethyl)-3-(tetrahydrofuran-3-yl)-4H-thieno[3,2-b]pyrrol-5-yl)-7-methoxy-1-methyl-1H-benzo[d]imidazol-5-yl)methanone